CC1=C(C=NC=C1)C=1C=C2C(C(NC2=CC1)=O)=O 5-(4-Methylpyridin-3-yl)indoline-2,3-dione